tert-butyl (4-((7R,14R)-1-(difluoromethoxy)-6-(methyl-d3)-5-oxo-5,6,7,14-tetrahydro-7,14-methanobenzo[f]benzo[4,5]imidazo[1,2-a][1,4]diazocin-11-yl)but-3-yn-1-yl)(methyl)carbamate FC(OC1=CC=CC=2C(N([C@H]3C=4N([C@@H](C21)C3)C3=C(N4)C=CC(=C3)C#CCCN(C(OC(C)(C)C)=O)C)C([2H])([2H])[2H])=O)F